[Au].[Cu].[Al] aluminum-copper-gold